BrC1=CC=CC(=N1)C1=CN=C2N1C=C(C=C2)C2(CC2)C(F)(F)F 3-(6-bromo-2-pyridyl)-6-[1-(trifluoromethyl)cyclopropyl]imidazo[1,2-a]pyridine